(R)-6-chloro-3-((1-(3,6-dimethyl-2-(1-methyl-1H-pyrazol-4-yl)-4-oxo-4H-chromen-8-yl)ethyl)amino)picolinic acid ClC1=CC=C(C(=N1)C(=O)O)N[C@H](C)C=1C=C(C=C2C(C(=C(OC12)C=1C=NN(C1)C)C)=O)C